BrC=1C=C(C(=C(C1)C)COC1=CC(=C(C=C1)Cl)Cl)C 5-bromo-2-((3,4-dichlorophenoxy)methyl)-1,3-dimethylbenzene